N-(2-(4-((3-(1-(2,2-difluoroethyl)-3-(trifluoromethyl)-1H-pyrazol-4-yl)imidazo[1,2-a]pyrazin-8-yl)amino)-2-ethylbenzamido)ethyl)piperidine-4-carboxamide formate C(=O)O.FC(CN1N=C(C(=C1)C1=CN=C2N1C=CN=C2NC2=CC(=C(C(=O)NCCNC(=O)C1CCNCC1)C=C2)CC)C(F)(F)F)F